1,2,4-Thiadiazolidine-3,5-dione S1NC(NC1=O)=O